NC(CCCN1C=C([C@H]2[C@H](O)[C@H](O)[C@@H](CO)O2)C(NC1=O)=O)C(=O)O 1-(4-amino-4-carboxybutyl)pseudouridine